CN(C)\C=N/C1=C(C(=O)OC)C=C(C(=C1)OC)OC (Z)-methyl 2-((dimethylamino)methyleneamino)-4,5-dimethoxybenzoate